5-(4-((3-ethyl-2-oxo-1H-1,6-naphthyridin-7-yl)methyl)piperazin-1-yl)-6-chloro-N-(methyl-d3)pyridine-2-carboxamide C(C)C=1C(NC2=CC(=NC=C2C1)CN1CCN(CC1)C=1C=CC(=NC1Cl)C(=O)NC([2H])([2H])[2H])=O